6-(3-(2-bromo-6-methoxypyridin-3-yl)-6-fluoro-4-oxo-7-(trifluoromethyl)-3,4-dihydroquinazolin-1(2H)-yl)-2,3-difluoro-benzaldehyde BrC1=NC(=CC=C1N1CN(C2=CC(=C(C=C2C1=O)F)C(F)(F)F)C1=CC=C(C(=C1C=O)F)F)OC